(5-bromo-2-methylphenyl)(morpholino)methanone BrC=1C=CC(=C(C1)C(=O)N1CCOCC1)C